trans-1,2-bis(4-pyridyl) ethylene methyl 3-(2-chlorophenyl)-5-{5-methyl-1-[(1R,3S)-3-hydroxy-3-methylcyclobutyl]-1H-pyrazol-4-yl}-1,2-oxazole-4-carboxylate ClC1=C(C=CC=C1)C1=NOC(=C1C(=O)OC)C=1C=NN(C1C)C1CC(C1)(C)O.N1=CC=C(C=C1)\C=C\C1=CC=NC=C1